diisopropyl-Bisphenol A terephthalate C(C1=CC=C(C(=O)O)C=C1)(=O)O.C(C)(C)C=1C(=C(O)C=CC1C(C)(C)C1=CC=C(C=C1)O)C(C)C